C(#N)C=1C=CC(=NC1)C=1N=C2C(=NC1)N=C(S2)NC(=O)C=2C=NC(=CC2C2=CC(=NC=C2OC)Cl)C N-(6-(5-cyanopyridin-2-yl)thiazolo[4,5-b]pyrazin-2-yl)-2'-chloro-5'-methoxy-6-methyl-[4,4-bipyridine]-3-carboxamide